(4-(((1s,4s)-4-(bromomethyl)cyclohexyl)methyl)piperazin-1-yl)(3-methoxy-4-((4-(methylamino)pyrimidin-2-yl)amino)phenyl)methanone BrCC1CCC(CC1)CN1CCN(CC1)C(=O)C1=CC(=C(C=C1)NC1=NC=CC(=N1)NC)OC